FC1=CC(=C(C=C1)C=1C2=C(C(=NC1C=1SC=3CN(CCC3N1)C(=O)OC(C)(C)C)OS(=O)(=O)C(F)(F)F)C=CS2)OC tertbutyl 2-[7-(4-fluoro-2-methoxy-phenyl)-4-(trifluoromethylsulfonyloxy)thieno[3,2-c]pyridin-6-yl]-6,7-dihydro-4H-thiazolo[5,4-c]pyridine-5-carboxylate